C1(=CC=C(C=C1)CN1CC(=CC(=C1)C(=O)O)C(=O)O)CN1CC(=CC(=C1)C(=O)O)C(=O)O 1,1'-[1,4-phenylenedi(methylene)]bis(3,5-dicarboxylpyridine)